(2S)-N-[5-(2,4-difluorophenoxy)pyrazin-2-yl]-2-{4-[(6S)-3-(hydroxymethyl)-5H,6H,7H,8H-[1,2,4]triazolo[4,3-a]pyridine-6-carbonyl]-3,3-dimethylpiperazin-1-yl}propanamide FC1=C(OC=2N=CC(=NC2)NC([C@H](C)N2CC(N(CC2)C(=O)[C@H]2CCC=3N(C2)C(=NN3)CO)(C)C)=O)C=CC(=C1)F